5-(2-fluorophenyl)-1H-pyrrole-3-nitrile FC1=C(C=CC=C1)C1=CC(=CN1)C#N